{2-[1-(4-phenoxycarbonylamino-phenyl)-1H-benzimidazol-5-yloxy]-ethoxy}-acetic acid tert-butyl ester C(C)(C)(C)OC(COCCOC1=CC2=C(N(C=N2)C2=CC=C(C=C2)NC(=O)OC2=CC=CC=C2)C=C1)=O